C(C)(C)NC(C)C DiIsoPropylAmine